2-(difluoromethyl)-5-(4-iodophenyl)-1,3,4-oxadiazole FC(C=1OC(=NN1)C1=CC=C(C=C1)I)F